tert-butyl (2R,4S)-2-((dimethylamino) methyl)-4-fluoropyrrolidine-1-carboxylate CN(C)C[C@@H]1N(C[C@H](C1)F)C(=O)OC(C)(C)C